N=1C=NC(C=2C1OCC(N2)=O)=O 6H,7H-pyrimido[4,5-b][1,4]oxazine-4,6-dione